ClC1=C(OCC(=O)N2CCN(CCC2)C(=O)OC(C)(C)C)C=CC(=C1)C=1C2=C(N=C(N1)S(=O)(=O)C)C(CC2)(F)F tert-butyl 4-(2-(2-chloro-4-(7,7-difluoro-2-(methylsulfonyl)-6,7-dihydro-5H-cyclopenta[d]pyrimidin-4-yl) phenoxy) acetyl)-1,4-diazepan-1-carboxylate